C(C1=CC=CC=C1)OC1=C2C(=NC(=NC2=CC=C1)C(F)(F)F)C#CC1CCN(CC1)OC 5-benzyloxy-4-[2-(1-methoxy-4-piperidyl)ethynyl]-2-(trifluoromethyl)quinazoline